C(C1=CC=CC=C1)OC(=O)N1CCNCC1.FC1C(C1)C(=O)NC=1SC2=C(N1)C=CC(=C2)C=2N=NC=CC2C 2-fluoro-N-(6-(4-methylpyridazin-3-yl)benzo[d]thiazol-2-yl)cyclopropane-1-carboxamide Benzyl-piperazine-1-carboxylate